tert-butyl (2R,6S)-4-[8-[(8-fluoro-2-methyl-imidazo[1,2-a]pyridin-6-yl)carbamoyl]-2-methylsulfinyl-quinazolin-5-yl]-2,6-dimethyl-piperazine-1-carboxylate FC=1C=2N(C=C(C1)NC(=O)C=1C=CC(=C3C=NC(=NC13)S(=O)C)N1C[C@H](N([C@H](C1)C)C(=O)OC(C)(C)C)C)C=C(N2)C